N-(4-((3-(trifluoromethoxy)benzyl)oxy)phenyl)piperidine-1-sulfonamide FC(OC=1C=C(COC2=CC=C(C=C2)NS(=O)(=O)N2CCCCC2)C=CC1)(F)F